Ethyl 4-(3-methoxyprop-1-yn-1-yl)-1,6-naphthyridine-2-carboxylate COCC#CC1=CC(=NC2=CC=NC=C12)C(=O)OCC